5-oxotetrahydro-1H-pyrrolizine O=C1N2CCCC2CC1